3-bromo-4-chloro-2-nitroaniline BrC=1C(=C(N)C=CC1Cl)[N+](=O)[O-]